5,6-dichloro-N-(4-chloro-1H-indol-6-yl)-1-(2-methoxyethyl)-1H-benzo[d]imidazol-2-amine ClC1=CC2=C(N(C(=N2)NC2=CC(=C3C=CNC3=C2)Cl)CCOC)C=C1Cl